ClC1=C(C=C(C=C1)[C@H](C(=O)N1CCN(CC1)C=1C2=C(N=CN1)[C@@H](C[C@H]2C)O)CN2CCN(CC2)C(C)C)F (S)-2-(4-chloro-3-fluorophenyl)-1-(4-((5R,7R)-7-hydroxy-5-methyl-6,7-dihydro-5H-cyclopenta[d]pyrimidin-4-yl)piperazin-1-yl)-3-(4-isopropylpiperazin-1-yl)propan-1-one